C(CCCCCCCCC)[Si](CCC(=O)NC(CC1=CC=C(C=C1)C)C1=CC=CC=C1)(C)C 3-[decyldimethylsilyl]-N-[2-(4-methylphenyl)-1-phenylethyl]-propanamide